ClC1=CC=C(C=C1)[C@@]1(N(C(C2=CC(=CC=C12)C(C)(C)O)=O)CC1=NC=C(C=C1)Cl)OC([2H])([2H])C1(CC1)C([2H])([2H])O (3R)-3-(4-chlorophenyl)-2-[(5-chloropyridin-2-yl)methyl]-3-({1-[hydroxy(2H2)methyl]cyclopropyl}(2H2)methoxy)-6-(2-hydroxypropan-2-yl)-2,3-dihydro-1H-isoindol-1-one